dihydroxyethyl-ethylenebisstearamide OC(CC(C(=O)N)CCCCCCCCCCCCCCCCCCCCCCCCCCCCCCCCCCCC(=O)N)O